3-chloro-4,6-dimethylpyrazine ClC1C=NC(=CN1C)C